NCC#CCOC1=NC(=CC(=N1)N1CCN(CC1)S(=O)(=O)C=1C=CC2=C(OCCN2)C1)C 7-((4-(2-((4-aminobut-2-yn-1-yl)oxy)-6-methylpyrimidin-4-yl)piperazin-1-yl)sulfonyl)-3,4-dihydro-2H-benzo[b][1,4]oxazine